2-cyclopropanecarboxylic acid methyl ester COC(=O)C1CC1